CN1C(=CC2=C1N=CN=C2C#CC2=CC=CC=C2)C(=O)O 7-methyl-4-(phenylethynyl)-7H-pyrrolo[2,3-d]pyrimidine-6-carboxylic acid